FC(CNC(N([C@@H]1CC[C@H](CC1)NC1=NC=C(C(=N1)N1CCC2(COC2)CC1)C(F)(F)F)C1=NC=C(C=C1)C=1C=NC(=NC1)OC)=O)F 3-(2,2-difluoroethyl)-1-(5-(2-methoxypyrimidin-5-yl)pyridin-2-yl)-1-(trans-4-((4-(2-oxa-7-azaspiro[3.5]nonan-7-yl)-5-(trifluoromethyl)pyrimidin-2-yl)amino)cyclohexyl)urea